(2R,4S)-4-(5-(4-chloro-2-fluorophenyl)-2,3-dimethyl-4-oxo-3,4-dihydropyrido[4,3-d]pyrimidin-7-yl)tetrahydro-2H-pyran-2-carboxylic acid ethyl ester C(C)OC(=O)[C@@H]1OCC[C@@H](C1)C1=CC=2N=C(N(C(C2C(=N1)C1=C(C=C(C=C1)Cl)F)=O)C)C